n-decyl (1-ethyloctyl) phthalate C(C=1C(C(=O)OC(CCCCCCC)CC)=CC=CC1)(=O)OCCCCCCCCCC